ClC1=NC(=NC(=N1)Cl)P(=O)(C1=CC=CC=C1)OC 2,4-dichloro-6-(methoxyphenyl-phosphinoyl)-1,3,5-triazine